FC=1C=C(C=CC1CN1C(=NC=C1)C)C1=C(SC(=C1)CC(C)C)S(=O)(=O)NC(OCCOC1=CC=CC=C1)=O 2-Phenoxyethyl (3-(3-fluoro-4-((2-methylimidazol-1-yl)methyl)phenyl)-5-isobutyl-2-thienyl)sulfonylcarbamate